BrC1=CC=C(C=C1)C1C2=C(N(C(N1)=O)C1=CC(=CC=C1)C(F)(F)F)CCNC2=O 4-(4-Bromophenyl)-1-(3-(trifluoromethyl)phenyl)-3,4,7,8-tetrahydropyrido[4,3-d]-pyrimidine-2,5(1H,6H)-dione